(2R,6R)-N-[2-(1-benzylpiperidin-4-yl)ethyl]-4-(5-chloropyrazin-2-yl)-2,6-dimethylpiperazine-1-carboxamide C(C1=CC=CC=C1)N1CCC(CC1)CCNC(=O)N1[C@@H](CN(C[C@H]1C)C1=NC=C(N=C1)Cl)C